(S)-2-amino-3-(4-(5-(dibenzo[b,d]furan-2-yl)-1,2,4-oxadiazol-3-yl)phenyl)propane N[C@@H](C)CC1=CC=C(C=C1)C1=NOC(=N1)C1=CC2=C(OC3=C2C=CC=C3)C=C1